2-[2-({[3-fluoro-1-(3-fluoro(2-pyridyl))cyclobutyl]methyl}amino)pyrimidin-5-yl]benzene-1,4-dicarboxamide FC1CC(C1)(C1=NC=CC=C1F)CNC1=NC=C(C=N1)C1=C(C=CC(=C1)C(=O)N)C(=O)N